The molecule is a guaiacyl lignin that is guaiacylglycerol in which the hydrogen on the 2-hydroxy function has been replaced by a 4-(1,2,3-trihydroxypropan-1-yl)-2,6-dimethoxyphenyl group. It has a role as a plant metabolite. It is a guaiacyl lignin, a member of phenols, a dimethoxybenzene, a secondary alcohol and a primary alcohol. It derives from a guaiacylglycerol. COC1=CC(=CC(=C1OC(CO)C(C2=CC(=C(C=C2)O)OC)O)OC)C(C(CO)O)O